COC(=O)C1=NNC=2CCCCC12.BrC1C(C=O)(C=C(C(=C1)Cl)C(F)(F)F)[2H] 2-bromo-4-chloro-5-(trifluoromethyl)benzaldehyde-1-d methyl-4,5,6,7-tetrahydro-1H-indazole-3-carboxylate